nicotine dihydrate tartrate C(=O)(O)C(O)C(O)C(=O)O.O.O.N1=CC=CC(=C1)C1N(C)CCC1